C(#N)C1=CC(=NN1C1CC(C1)C(F)(F)F)NC(C1=C(C=C(C=C1)NS(=O)(=O)C(CO)C)N1CCC2(CC2)CC1)=O N-(5-cyano-1-((1s,3s)-3-(trifluoromethyl)cyclobutyl)-1H-pyrazol-3-yl)-4-((2-hydroxy-1-methylethyl)sulfonamido)-2-(6-azaspiro[2.5]octan-6-yl)benzamide